CN(CC#CC1=CC(=C(OCCCC2=C(N=CS2)C(=O)O)C=C1)F)C 5-[3-[4-[3-(dimethylamino)prop-1-ynyl]-2-fluoro-phenoxy]propyl]thiazole-4-carboxylic acid